1-(2-(3-chloro-4-fluorobenzyl)pyridin-4-yl)-3-methyl-1,5,6,7-tetrahydro-4H-pyrazolo[4,3-c]pyridin ClC=1C=C(CC2=NC=CC(=C2)N2N=C(C=3CNCCC32)C)C=CC1F